trans-2-(4-chloro-3-fluorophenoxy)-N-(4-(5-(4-chlorophenyl)-1,3,4-oxadiazol-2-yl)cyclohexyl)acetamide ClC1=C(C=C(OCC(=O)N[C@@H]2CC[C@H](CC2)C=2OC(=NN2)C2=CC=C(C=C2)Cl)C=C1)F